(R)-7-(5-(1-(3,5-Dichloropyridin-4-yl)ethoxy)-6-methoxy-1H-indazol-3-yl)-2,3-dihydro-1H-pyrido[2,3-b][1,4]oxazine ClC=1C=NC=C(C1[C@@H](C)OC=1C=C2C(=NNC2=CC1OC)C1=CC2=C(OCCN2)N=C1)Cl